CC(CCN1C[C@@H]2[C@H](C1)CC(C2)OC2=CC=C(N=N2)C=2C(=NOC2C)C)(C)C 4-[6-[[(3aR,5s,6aS)-2-(3,3-dimethylbutyl)-3,3a,4,5,6,6a-hexahydro-1H-cyclopenta[c]pyrrol-5-yl]oxy]pyridazin-3-yl]-3,5-dimethyl-isoxazole